2-(chlorophenyl)bicyclo[2.2.1]Hept-5-ene ClC1=C(C=CC=C1)C1C2C=CC(C1)C2